Boc-4-(trifluoromethyl)-L-phenylalanine C(=O)(OC(C)(C)C)N[C@@H](CC1=CC=C(C=C1)C(F)(F)F)C(=O)O